C(C)(C)(C)OC(N[C@H](C(=O)NCC1=C(C(=CC=C1)Cl)F)CC(C)C)=O (S)-(1-((3-chloro-2-fluorophenylmethyl)amino)-4-methyl-1-oxopent-2-yl)carbamic acid tert-butyl ester